1-chloro-2-(4-chlorophenyl)-3-methyl-1-(1H-1,2,4-triazole-1-yl)-4-pentene-2-ol ClC(C(C(C=C)C)(O)C1=CC=C(C=C1)Cl)N1N=CN=C1